1-(1-aminoisoquinolin-4-yl)-N-(6-methyl-5-(trifluoromethyl)pyridin-3-yl)-5-(trifluoromethyl)-1H-pyrazole-4-carboxamide NC1=NC=C(C2=CC=CC=C12)N1N=CC(=C1C(F)(F)F)C(=O)NC=1C=NC(=C(C1)C(F)(F)F)C